1-chloro-3-isothiocyanato-5-(trifluoromethyl)benzene ClC1=CC(=CC(=C1)C(F)(F)F)N=C=S